C1(CC1)C1=NNC(=N1)C1=CC=C(C=C1)NC(C1=CC(=CC=C1)CN1CC(S(CC1)(=O)=O)C)=O N-[4-(3-Cyclopropyl-1H-1,2,4-triazol-5-yl)phenyl]-3-[(2-methyl-1,1-dioxo-1,4-thiazinan-4-yl)methyl]benzamide